tri-(2-maleimidoethyl)amine C1(C=CC(N1CCN(CCN1C(C=CC1=O)=O)CCN1C(C=CC1=O)=O)=O)=O